tert-butyl-(2R,4R)-4-((6-((1-(tert-butyl)-5-methyl-1H-pyrazol-3-yl) amino)-4-(difluoromethyl)-3-fluoropyridin-2-yl) methyl)-2-methylpiperidine-4-carboxylate C(C)(C)(C)OC(=O)[C@]1(C[C@H](NCC1)C)CC1=NC(=CC(=C1F)C(F)F)NC1=NN(C(=C1)C)C(C)(C)C